ClC=1C=C2CCN(CC2=CC1)C(=O)C1=CN(C2=C1C(N(C=C2C)C)=O)C 3-((6-chloro-3,4-dihydroisoquinolin-2(1H)-yl)carbonyl)-1,5,7-trimethyl-1,5-dihydro-4H-pyrrolo[3,2-c]pyridin-4-one